O[C@@H](COC1=CC(=C2C(=NN(C2=C1)C)C#N)C=1C=NC(=CC1)N1CC2N(C(C1)C2)CC=2C=NC(=CC2)OC)C 6-((R)-2-Hydroxypropoxy)-4-(6-(6-((6-methoxypyridin-3-yl)methyl)-3,6-diazabicyclo[3.1.1]heptan-3-yl)pyridin-3-yl)-1-methyl-1H-indazole-3-carbonitrile